FC(OC=1C=C(C=CC1)C1CC(CC1)O)(F)F 3-[3-(trifluoromethoxy)phenyl]cyclopentan-1-ol